BrCCOC1=CC2=C(NC(=N2)C2CC(C2)(O)C)C(=C1)C(F)(F)F (cis)-3-[5-(2-bromoethoxy)-7-(trifluoromethyl)-1H-1,3-benzimidazol-2-yl]-1-methylcyclobutanol